C1(CC1)C1=CC(=C(C(=O)NC(NC2=NC=CN=C2C)=O)C=C1)F 4-Cyclopropyl-2-fluoro-N-((3-methylpyrazin-2-yl)carbamoyl)benzamide